3-amino-5-(1-ethyl-3-piperidyl)-N-[2-[2-[[2-[4-[2-fluoro-5-[(4-oxo-3H-phthalazin-1-yl)methyl]benzoyl]piperazin-1-yl]-2-oxo-ethyl]amino]ethoxy]ethyl]pyridine-2-carboxamide NC=1C(=NC=C(C1)C1CN(CCC1)CC)C(=O)NCCOCCNCC(=O)N1CCN(CC1)C(C1=C(C=CC(=C1)CC1=NNC(C2=CC=CC=C12)=O)F)=O